tert-butyl 3-(4-((6-(dibenzylamino)-4-methylpyridin-2-yl)amino)butyl)piperidine-1-carboxylate C(C1=CC=CC=C1)N(C1=CC(=CC(=N1)NCCCCC1CN(CCC1)C(=O)OC(C)(C)C)C)CC1=CC=CC=C1